5-(N-(2-(4-(3-Bromothiophene-2-carbonyl)piperazin-1-yl)phenyl)-N-(2-methoxyphenethyl)sulfamoyl)-3-Methylbenzothiophene-2-carboxylic acid BrC1=C(SC=C1)C(=O)N1CCN(CC1)C1=C(C=CC=C1)N(S(=O)(=O)C=1C=CC2=C(C(=C(S2)C(=O)O)C)C1)CCC1=C(C=CC=C1)OC